3-ethyl-4-[5-phenyl-2-(pyridin-2-yl)thieno[2,3-d]pyrimidin-4-yl]morpholine C(C)C1N(CCOC1)C=1C2=C(N=C(N1)C1=NC=CC=C1)SC=C2C2=CC=CC=C2